ClCC=1C(=NS(C1)=O)C chloromethyl-methylisothiazolone